C(C)(C)(C)OC(=O)NC1(CC(C1)N1C(N(C=2C=NC(=CC21)NC=2C=C(C=C(C2)C=2C=NN(C2)C)NC(OC)=O)C)=O)C Methyl (3-((1-((1r,3r)-3-((tert-butoxycarbonyl)amino)-3-methylcyclobutyl)-3-methyl-2-oxo-2,3-dihydro-1H-imidazo[4,5-c]pyridin-6-yl)amino)-5-(1-methyl-1H-pyrazol-4-yl)phenyl)carbamate